tert-butyl 1-(2-{1-[4-(2,6-dioxopiperidin-3-yl)phenyl]piperidin-4-yl}acetyl)-4-methylpiperidine-4-carboxylate O=C1NC(CCC1C1=CC=C(C=C1)N1CCC(CC1)CC(=O)N1CCC(CC1)(C(=O)OC(C)(C)C)C)=O